1,1,1-triiodoethane IC(C)(I)I